NC1=C(C=CC(=C1)CO)C1=C(NC=C1)C(=O)OC methyl 3-(2-amino-4-(hydroxyl methyl) phenyl)-1H-pyrrole-2-carboxylate